5-pentadecyl-benzene-1,3-diol C(CCCCCCCCCCCCCC)C=1C=C(C=C(C1)O)O